(3R,4S,5S,6R)-2-(7-chloro-6-(4-cyclopropylbenzyl)-2,3-dihydrobenzofuran-4-yl)-6-(hydroxymethyl)-2-methoxytetrahydro-2H-pyran-3,4,5-triol ClC1=C(C=C(C=2CCOC21)C2(O[C@@H]([C@H]([C@@H]([C@H]2O)O)O)CO)OC)CC2=CC=C(C=C2)C2CC2